2-methoxyethyl (1S,2R,5R)-3-((3,5-difluoro-4-((1-methyl-1H-pyrazol-4-yl)oxy)phenyl)sulfonyl)-2-(((tetrahydro-2H-pyran-2-yl)oxy)carbamoyl)-3,8-diazabicyclo[3.2.1]octane-8-carboxylate FC=1C=C(C=C(C1OC=1C=NN(C1)C)F)S(=O)(=O)N1[C@H]([C@@H]2CC[C@H](C1)N2C(=O)OCCOC)C(NOC2OCCCC2)=O